ethyl 3-(benzhydrylamino)-6-methyl-pyridazine-4-carboxylate C(C1=CC=CC=C1)(C1=CC=CC=C1)NC=1N=NC(=CC1C(=O)OCC)C